2-(4-(1-(difluoromethyl)-1H-pyrazol-4-yl)-5-fluoro-6-methylpyridin-2-yl)-5-(5-fluoropyridin-2-yl)-1,3,4-oxadiazole FC(N1N=CC(=C1)C1=CC(=NC(=C1F)C)C=1OC(=NN1)C1=NC=C(C=C1)F)F